C(#N)C1=CC(=C(COC=2C=C(C=CC2)C2CCN(CC2)CC2=NC=3C(=NC(=CC3)C(=O)OC)N2C[C@H]2OCC2)C=C1)F methyl (S)-2-((4-(3-((4-cyano-2-fluorobenzyl) oxy) phenyl) piperidin-1-yl) methyl)-3-(oxetan-2-ylmethyl)-3H-imidazo[4,5-b]pyridine-5-carboxylate